ClC=1C2=C(N(C(CC1CO)=O)CC1=CC(=C(C=C1)C)F)C=CC=C2 5-chloro-1-(3-fluoro-4-methylbenzyl)-4-(hydroxymethyl)-1,3-dihydro-2H-benzo[b]azepin-2-one